4-(1-aminoethyl)-6-(1-methyl-5-phenyl-pyrazol-4-yl)-2H-phthalazin-1-one NC(C)C1=NNC(C2=CC=C(C=C12)C=1C=NN(C1C1=CC=CC=C1)C)=O